S(=O)(=O)(O)CCCNS(=O)(=O)C1=CC=CC2=[NH+]C3=CC=CC=C3C=C12 N-sulfopropyl-acridinium-sulfonamide